C1(=CC=CC=C1)CCNC(C1=CC(=CC=C1)NC1=NC=C(C=C1)C1=CC=CC=C1)=O N-(2-phenylethyl)-3-[(5-phenylpyridin-2-yl)amino]benzamide